ClC1=NC=C(C(=N1)O[C@H]1[C@H](CCC1)O)C(F)(F)F |r| rac-(1S,2R)-2-((2-chloro-5-(trifluoromethyl)pyrimidin-4-yl)oxy)cyclopentan-1-ol